NC(C#CC1=NC(=CC(=C1)C=1C=C(C=CC1C)NC(=O)N1C[C@@H](CC1)CC(F)(F)F)N1CCOCC1)C (3S)-N-{3-[2-(3-aminobut-1-yn-1-yl)-6-(morpholin-4-yl)pyridin-4-yl]-4-methylphenyl}-3-(2,2,2-trifluoroethyl)pyrrolidine-1-carboxamide